(±)-(1S,3R,5R)-3-acetoxy-6,6-difluoro-8-azabicyclo[3.2.1]Octane-8-carboxylic acid tert-butyl ester (+/-)-8-benzyl-6,6-difluoro-8-azabicyclo[3.2.1]Oct-3-yl-acetate C(C1=CC=CC=C1)N1C2CC(CC1C(C2)(F)F)CC(=O)O.C(C)(C)(C)OC(=O)N2[C@H]1C[C@H](C[C@@H]2C(C1)(F)F)OC(C)=O |r|